CN1N=C2C=C(C=CC2=C1)CN1CCC2(CC1)COC1=C3CN(C(C3=CC=C12)=O)[C@@H]1C(NC(CC1)=O)=O (S)-3-(1'-((2-methyl-2H-indazol-6-yl)methyl)-6-oxo-6,8-dihydro-2H,7H-spiro[furo[2,3-e]isoindole-3,4'-piperidin]-7-yl)piperidine-2,6-dione